trans-N-(4-((6-chloropyridin-3-yl)oxy)cyclohexyl)-5-(2,4-difluorophenoxy)-2,2-dimethylpentanamide ClC1=CC=C(C=N1)O[C@@H]1CC[C@H](CC1)NC(C(CCCOC1=C(C=C(C=C1)F)F)(C)C)=O